methyl 6-((2-((tert-butoxycarbonyl)(methyl)amino)ethyl)carbamoyl)-3-(4,4,5,5-tetramethyl-1,3,2-dioxaborolan-2-yl)picolinate C(C)(C)(C)OC(=O)N(CCNC(=O)C1=CC=C(C(=N1)C(=O)OC)B1OC(C(O1)(C)C)(C)C)C